C1(CC1)C1=CC(=CC(=N1)C=1OC2=C(N1)C=C(C=C2C)CNC(COC)(C)C)C2=C(C=C(C=C2)F)C2=NN=CN2C [(2-{6-Cyclopropyl-4-[4-fluoro-2-(4-methyl-1,2,4-triazol-3-yl)phenyl]pyridin-2-yl}-7-methyl-1,3-benzoxazol-5-yl)methyl](1-methoxy-2-methylpropan-2-yl)amine